1-(2-bromo-3-methoxymethyl-5-hydroxyphenyl)-3-(3-methoxy-4-hydroxyphenyl)-(2E)-2-propen-1-one BrC1=C(C=C(C=C1COC)O)C(\C=C\C1=CC(=C(C=C1)O)OC)=O